C[Si](OC(=O)C1C2C=CC(C1C(=O)O[Si](C)(C)C)C2)(C)C 2,3-bis(trimethylsilyloxycarbonyl)-5-norbornene